4-[4-[[(3R)-2,6-dioxopiperidin-3-yl]amino]-2-fluorophenyl]piperidin O=C1NC(CC[C@H]1NC1=CC(=C(C=C1)C1CCNCC1)F)=O